OC(CCCCCCCCCCCC(=O)O)CC=CCC=CCCCCC 13-hydroxy-tetracosa-15,18-dienoic acid